[Na].C(CC)OC(C1=CC=C(C=C1)O)=O p-hydroxybenzoic acid-n-propylester sodium salt